[(1,1-Dimethylethyl)thio]acetic acid CC(C)(C)SCC(=O)O